tin oxide oxygen [O].[Sn]=O